O.[Mo] molybdenum, hydrate